Methyl (1R,5S,6R)-3-(5-iodopyridin-2-yl)-3-azabicyclo[3.1.0]hexane-6-carboxylate IC=1C=CC(=NC1)N1C[C@H]2C([C@H]2C1)C(=O)OC